7-(4-chloro-2-fluoro-phenyl)-N-(2-fluoroethyl)-N-methyl-5-[(2S,6R)-2-(1-cyclopropylpyrazol-4-yl)-6-methyl-morpholin-4-yl]thiazolo[4,5-d]pyrimidin-2-amine ClC1=CC(=C(C=C1)C=1C2=C(N=C(N1)N1C[C@@H](O[C@@H](C1)C)C=1C=NN(C1)C1CC1)N=C(S2)N(C)CCF)F